C(C)(C)C=1C=NC(=NC1)N1CCC(CC1)C(C)OC1=NN2C(S1)=NC(=C2)C2=CC=C(C=C2)S(=O)(=O)C 2-(1-(1-(5-isopropylpyrimidin-2-yl)piperidin-4-yl)ethoxy)-6-(4-(methylsulfonyl)phenyl)imidazo[2,1-b][1,3,4]thiadiazole